BrC1=CC=C(C=C1)[C@@H]1[C@@H]2CN(CC[C@@H](CN2[C@@H]1CN(C)C)O)C(=O)NC1=CC=C(C=C1)OC (3S,8R,9S,10S)-9-(4-bromophenyl)-10-[(dimethylamino)methyl]-3-hydroxy-N-(4-methoxyphenyl)-1,6-diazabicyclo[6.2.0]decane-6-carboxamide